CS(=O)(=O)C1=NC=C(C=N1)CCCC#CC(=O)N 6-(2-(methylsulfonyl)pyrimidin-5-yl)hex-ynamide